C(C)OC(CC1(COC1)CN)=O 2-(3-(aminomethyl)oxetan-3-yl)acetic acid ethyl ester